4-fluoro-2,6-dimethylaniline FC1=CC(=C(N)C(=C1)C)C